CC(C(=O)O)CCC(=O)O α-methyl-glutaric acid